C1(CCCCC1)NC=1C2=C(N=C(C1)NC1=C(C=C(C=C1)S(=O)(=O)N1CCOCC1)OC)NC=C2C(F)(F)F N4-cyclohexyl-N6-(2-methoxy-4-(morpholinosulfonyl)phenyl)-3-(trifluoromethyl)-1H-pyrrolo[2,3-b]pyridine-4,6-diamine